C(C)(C)C=1C=C(C=CC1)C12CCN(CC2C1)C(=O)C1CC2(C1)NC(OC2)=O (rac)-(2s,4s)-2-(6-(3-Isopropylphenyl)-3-azabicyclo[4.1.0]heptan-3-carbonyl)-7-oxa-5-azaspiro[3.4]octan-6-on